methyl-cyclobutanone CC1C(CC1)=O